CC1(CNCC[C@@H]1CN1CCN(CC1)C=1C=CC=C2C(=NN(C12)C)C1C(NC(CC1)=O)=O)C 3-(7-(4-(((S)-3,3-dimethylpiperidin-4-yl)methyl)piperazin-1-yl)-1-methyl-1H-indazol-3-yl)piperidine-2,6-dione